FC1([C@H](C=2C(=C(SC2S(=O)(=O)C)OCCC(F)(F)F)C1)O)F (4S)-5,5-difluoro-3-methanesulfonyl-1-(3,3,3-trifluoropropoxy)-4H,5H,6H-cyclopenta[c]thiophen-4-ol